O(C1=CC=CC=C1)C1=CC=C(C=C1)C=1C(=NC=NC1)OCC1CCNCC1 4-(((5-(4-phenoxyphenyl)pyrimidin-4-yl)oxy)methyl)piperidin